C1=C2C(=CN=C1)COC=1C=C(C=CC12)C(=O)NC(C(=O)O)CC1=CC=CC=C1 2-(5H-chromeno[3,4-c]pyridine-8-carbonylamino)-3-phenylpropionic acid